ClC1=C(C=CC(=C1)F)C1C(=C(N=C(N1C(=O)OC(C)(C)C)C=1SC=CN1)[C@@H]1CC[C@H](CC1)N(S(=O)(=O)C)CC#N)C(=O)OC (trans)-1-tert-butyl 5-methyl 6-(2-chloro-4-fluorophenyl)-4-(4-(N-(cyanomethyl)methylsulfonamido)cyclohexyl)-2-(thiazol-2-yl)pyrimidine-1,5(6H)-dicarboxylate